COC1=C(C=CC(=C1)S(=O)(=O)C)C1=CCCCCN1C=O 7-(2-methoxy-4-methylsulfonyl-phenyl)-2,3,4,5-tetrahydroazepine-1-carbaldehyde